1,3,4,5-tetrahydro-2H-azepine-2-one N1C(CCCC=C1)=O